(R)-2-fluoro-N-(4-methoxy-2-(4-methylpiperazin-1-yl)-5-((6-(3-(3-phenoxyphenyl)-isoxazolidin-2-yl)-pyrimidin-4-yl)-amino)phenyl)-acrylamide FC(C(=O)NC1=C(C=C(C(=C1)NC1=NC=NC(=C1)N1OCC[C@@H]1C1=CC(=CC=C1)OC1=CC=CC=C1)OC)N1CCN(CC1)C)=C